C1(CCC1)OC=1C(=C(C=C2C(=NC(=NC12)OC1CCN(CC1)C)N1CCC2(CN(C2)C(C=C)=O)CC1)C1CC1)C1=C2C=NNC2=CC=C1C 1-(7-{8-(cyclobutyloxy)-6-cyclopropyl-7-(5-methyl-1H-indazol-4-yl)-2-[(1-methylpiperidin-4-yl)oxy]quinazolin-4-yl}-2,7-diazaspiro[3.5]non-2-yl)prop-2-en-1-one